(4-chloro-3-fluorophenoxy)-N-(3-{2-[(6-cyclopropylpyridin-3-yl)oxy]acetamido}bicyclo[1.1.1]pentan-1-yl)acetamide ClC1=C(C=C(OCC(=O)NC23CC(C2)(C3)NC(COC=3C=NC(=CC3)C3CC3)=O)C=C1)F